(6-fluoropyridin-3-yl)-1H-indazole FC1=CC=C(C=N1)N1N=CC2=CC=CC=C12